CC(C(CC)=S)=S pentanedithion